ClC=1N=CC2=C(N1)N(C=C2)CC#N 2-chloro-7-cyanomethyl-7H-pyrrolo[2,3-d]pyrimidine